COC=1C=C2CC(C(C2=CC1)=O)=CC1=CC=C(C=C1)F 2,3-dihydro-5-methoxy-2-[(4-fluorophenyl)methylene]-1H-indenone